ClC1=NC2=CC=CC=C2C(=N1)C1=CC2=CC=CC=C2C=C1 2-chloro-4-(naphthalen-2-yl)quinazoline